(S)-3-(4-(7'-chloro-2'-oxospiro[cyclopropane-1,3'-indolin]-1'-yl)phenyl)-2-(2,6-dichloro-4-(4-morpholinylpiperidin-1-yl)benzoylamino)propionic acid ClC=1C=CC=C2C3(C(N(C12)C1=CC=C(C=C1)C[C@@H](C(=O)O)NC(C1=C(C=C(C=C1Cl)N1CCC(CC1)N1CCOCC1)Cl)=O)=O)CC3